C(C)(C)(C)OC(=O)N(C1=CC=2N(C=C1)N=CC2C2=CC(=CC(=N2)N2C[C@@H](N([C@@H](C2)C)C(=O)OC(C)(C)C)C)Cl)C tert-butyl (2S,6R)-4-[6-[5-[tert-butoxycarbonyl(methyl)amino]pyrazolo[1,5-a]pyridin-3-yl]-4-chloro-2-pyridyl]-2,6-dimethyl-piperazine-1-carboxylate